o-aminobenzoic acid-triethylamine salt C(C)N(CC)CC.NC1=C(C(=O)O)C=CC=C1